OC=1C(=NC=NC1O)CC(CN1CC(C1)C#N)C1=CC=C(C=C1)C#CC1=CC=C(C=C1)CN1CCOCC1 1-(3-(5,6-dihydroxypyrimidin-4-yl)-2-(4-((4-(morpholinomethyl)phenyl)ethynyl)phenyl)propyl)azetidine-3-carbonitrile